CN1N=CC=2C1=NC=C(C2)C2NCCCC2 1-methyl-5-piperidin-2-yl-1H-pyrazolo[3,4-b]pyridine